2-(((αr)-6-(3-(3-fluorophenyl)-2,5-dioxoimidazolidin-1-yl)spiro[3.3]heptan-2-yl)oxy)nicotinamide FC=1C=C(C=CC1)N1C(N(C(C1)=O)C1CC2(CC(C2)OC2=C(C(=O)N)C=CC=N2)C1)=O